ClC1=C(N=C2C(=N1)N(N=C2)CC2CCOCC2)C 6-chloro-5-methyl-1-((tetrahydro-2H-pyran-4-yl)methyl)-1H-pyrazolo[3,4-b]pyrazine